GUANIDINOBUTANAMIDE N(C(=N)N)C(C(=O)N)CC